3,3-Bis-(3-methyl-4-hydroxyphenyl)-2-oxo-2,3-dihydro-indol CC=1C=C(C=CC1O)C1(C(NC2=CC=CC=C12)=O)C1=CC(=C(C=C1)O)C